4-amino-N-(cyclopropylmethyl)-N-(6-(trifluoromethyl)-2,3-dihydrobenzofuran-3-yl)pyrrolo[1,2-a]quinoxaline-8-carboxamide NC=1C=2N(C3=CC(=CC=C3N1)C(=O)N(C1COC3=C1C=CC(=C3)C(F)(F)F)CC3CC3)C=CC2